4-Nitrobenzyl (R)-2-diazo-4-((2R,3S)-3-((R)-1-hydroxyethyl)-4-oxoazetidin-2-yl)-3-oxopentanoat [N+](=[N-])=C(C(=O)OCC1=CC=C(C=C1)[N+](=O)[O-])C([C@H](C)[C@H]1NC([C@@H]1[C@@H](C)O)=O)=O